3-(2-isopropylphenyl)-2-[[4-[5-(methylamino)-1-[4-(trifluoromethoxy)phenyl]-1,2,4-triazol-3-yl]phenyl]methylenehydrazono]thiazolidin-4-one C(C)(C)C1=C(C=CC=C1)N1C(SCC1=O)=NN=CC1=CC=C(C=C1)C1=NN(C(=N1)NC)C1=CC=C(C=C1)OC(F)(F)F